ClC=1N=C(N2N=C(C=C(C21)C2=CC=NN2C)N2[C@@H](COCC2)C)I (3R)-4-[5-chloro-7-iodo-4-(1-methyl-1H-pyrazol-5-yl)imidazo[1,5-b]pyridazin-2-yl]-3-methylmorpholine